5-Bromo-7-cyano-8-methoxyquinoline BrC1=C2C=CC=NC2=C(C(=C1)C#N)OC